N1N(C=CC=C1)N(C([O-])=O)CC1CCC(CC1)(F)F pyridazin-2-yl((4,4-difluorocyclohexyl)methyl)carbamate